6-[(2,2-difluoroacetyl)amino]-N-[(1S,2S)-2-[(4-fluorophenoxy)methyl]cyclopentyl]-3-(triazol-2-yl)pyridine-2-carboxamide FC(C(=O)NC1=CC=C(C(=N1)C(=O)N[C@@H]1[C@H](CCC1)COC1=CC=C(C=C1)F)N1N=CC=N1)F